1,2-Octanediamine C(C(CCCCCC)N)N